P(=O)(OCC1=C(C=CC(=C1)NC(C[C@H]1C=2N(C3=C(C(=N1)C1=CC=C(C=C1)Cl)C(=C(S3)C)C)C(=NN2)C)=O)C#CCN)(O)O (S)-2-(3-aminoprop-1-yn-1-yl)-5-(2-(4-(4-chlorophenyl)-2,3,9-trimethyl-6H-thieno[3,2-f][1,2,4]triazolo[4,3-a][1,4]diazepin-6-yl)acetamido)benzyl dihydrogen phosphate